C(C)(=O)OC=1C(=NC=CC1OC)C(=O)N[C@H](C(=O)OC(C(C)N1C=CC2=C(C=CC(=C12)F)Br)C)C [2-(4-bromo-7-fluoro-indol-1-yl)-1-methyl-propyl] (2S)-2-[(3-acetoxy-4-methoxy-pyridine-2-carbonyl) amino]propanoate